O=C1NC(CCC1N1C(C2=CC=C(C=C2C1=O)OCCCCCCOC1=NC(=CC=C1)OC1CC(C1)OC1=NC=C(C=C1)C=1C=CC=2C3=C(N(C2C1)C)C=CN=C3)=O)=O 2-(2,6-dioxopiperidin-3-yl)-5-((6-((6-((1r,3r)-3-((5-(5-methyl-5H-pyrido[4,3-b]indol-7-yl)pyridin-2-yl)oxy)cyclobutoxy)pyridin-2-yl)oxy)hexyl)oxy)isoindoline-1,3-dione